(1s,4s)-4-(3-Chloroanilino)-2'-{3-[(pyridin-4-yl)oxy]phenyl}spiro[cyclohexane-1,1'-indene]-4-carboxylic acid ClC=1C=C(NC2(CCC3(C(=CC4=CC=CC=C34)C3=CC(=CC=C3)OC3=CC=NC=C3)CC2)C(=O)O)C=CC1